N-(4-(4-amino-7-methyl-5-(3-methyl-4-((4-methylpyrimidin-2-yl)oxy)phenyl)-7H-pyrrolo[2,3-d]pyrimidin-6-yl)phenyl)methacrylamide NC=1C2=C(N=CN1)N(C(=C2C2=CC(=C(C=C2)OC2=NC=CC(=N2)C)C)C2=CC=C(C=C2)NC(C(=C)C)=O)C